CC=1N(C(=CC1)C)C1=CC=C(C=C1)C1=CC2=C(O[C@@H](CN2)[C@@H](C2=CC=CC=C2)NCCC2=CC=C(C#N)C=C2)N=C1 4-(2-(((R)-((S)-7-(4-(2,5-dimethyl-1H-pyrrol-1-yl)phenyl)-2,3-dihydro-1H-pyrido[2,3-b][1,4]oxazin-3-yl)(phenyl)methyl)amino)ethyl)benzonitrile